C(C)C1=CC=NC=2N1N=CC2 7-Ethylpyrazolo[1,5-a]pyrimidine